(2-cyanophenyl)-2-(4-(trifluoromethyl)phenyl)Azole-4-carboxylic acid ethyl ester C(C)OC(=O)C=1C(=C(NC1)C1=CC=C(C=C1)C(F)(F)F)C1=C(C=CC=C1)C#N